3-(((3R,4S)-1-(2,5-dimethylpyrimidin-4-yl)-3-fluoropiperidin-4-yl)oxy)benzonitrile CC1=NC=C(C(=N1)N1C[C@H]([C@H](CC1)OC=1C=C(C#N)C=CC1)F)C